N-(1H-benzimidazol-2-ylmethyl)-2-(morpholin-4-yl)-8-(propan-2-yl)pyrazolo[1,5-a][1,3,5]triazin-4-amine N1C(=NC2=C1C=CC=C2)CNC2=NC(=NC=1N2N=CC1C(C)C)N1CCOCC1